C(CCC)NC(OCC#C)=O 2-propynyl N-butylcarbamate